DL-valine N[C@@H](C(C)C)C(=O)O |r|